FC1CN(C1)C1=CC(=C(C=C1)F)N1N=C2N=CC(=CC2=C1)N1CCNCC1 3-fluoro-N-{4-fluoro-3-[5-(piperazin-1-yl)-2H-pyrazolo[3,4-b]pyridin-2-yl]phenyl}azetidine